5'-methoxy-2'-(S-methylsulfonimidoyl)-1,1':3',1''-terphenyl COC=1C=C(C(=C(C1)C1=CC=CC=C1)S(=O)(=N)C)C1=CC=CC=C1